(R)-N-(1-cyclobutylethyl)-5-(4-(trifluoromethyl)phenoxy)-2-naphthamide C1(CCC1)[C@@H](C)NC(=O)C1=CC2=CC=CC(=C2C=C1)OC1=CC=C(C=C1)C(F)(F)F